1,2-diiodoleyl-oxy-N,N-dimethyl-3-aminopropane [IH]1[IH]C(C=C1)OCCCN(C)C